N1(C=NC=C1)C=1C=C(C(=O)NC=2C=NC=CC2)C=CN1 2-(1H-imidazol-1-yl)-N-(pyridin-3-yl)isonicotinamide